COC=1C(=C(C=CC1)C=1C(=C2C(=NC(=NN2C1)C=1N(C=CN1)C)O)C1=CC=CC=C1)C 6-(3-Methoxy-2-methylphenyl)-2-(1-methyl-1H-imidazol-2-yl)-5-phenylpyrrolo[2,1-f][1,2,4]triazin-4-ol